BrC1=CC=C(C(=O)NC2=CC=C(C=C2)[C@H]2[C@@H](C2)NC2CCNCC2)C=C1 trans-4-bromo-N-(4-(2-(piperidin-4-ylamino)cyclopropyl)phenyl)-benzamide